ClC=1C(=C(C=C(C1)OCOC)B1OC(C(O1)(C)C)(C)C)C1CC1 2-[3-chloro-2-cyclopropyl-5-(methoxymethoxy)phenyl]-4,4,5,5-tetramethyl-1,3,2-dioxaborolane